FC1=C(C=C(C=C1)CC1=NNC(C2=CC=CC=C12)=O)C(=O)N1CCN(CC1)C1=CC=C(C=C1)NC1=NC=C2C(=N1)N(N(C2=O)CCOC)C2=NC=CC=C2 4-[[4-fluoro-3-[4-[4-[[2-(2-methoxyethyl)-3-oxo-1-(2-pyridyl)pyrazolo[3,4-d]pyrimidin-6-yl]amino]phenyl]piperazine-1-carbonyl]phenyl]methyl]-2H-phthalazin-1-one